CN(C)\C=C\1/COC2(C1=O)CN(CCC2)C(=O)OC(C)(C)C tert-Butyl (E)-3-((dimethylamino)methylene)-4-oxo-1-oxa-7-azaspiro[4.5]decane-7-carboxylate